3-(2-hydroxypropan-2-yl)piperazin OC(C)(C)C1CNCCN1